ClC1=C(C=CC(=C1)Cl)N1N=CC(=C1)B1OC(C(O1)(C)C)(C)C 1-(2,4-dichlorophenyl)-4-(4,4,5,5-tetramethyl-1,3,2-dioxaborolan-2-yl)-1H-pyrazole